C12C(CC(C=C1)C2)CC[N-]CCC2C1C=CC(C2)C1 bis(2-(5-norbornen-2-yl)ethyl)-amid